Ethyl 3-((1r,4r)-4-(methoxymethyl)cyclohexyl)-3-oxopropanoate COCC1CCC(CC1)C(CC(=O)OCC)=O